ClC1=C(C=CC=C1Cl)N1CCN(CCC1)CC=1C=C2C(N(C(C2=CC1)=O)N1C(NC(CC1)=O)=O)=O 5-((4-(2,3-dichlorophenyl)-1,4-diazepan-1-yl)methyl)-2-(2,4-dioxotetrahydropyrimidin-1(2H)-yl)isoindoline-1,3-dione